N-[quinolin-6-yl]-3-(1-methylpiperidin-4-yl)pyrrolo-[3,2-b]pyridine-5-carboxamide N1=CC=CC2=CC(=CC=C12)NC(=O)C1=CC=C2C(N1)=C(C=N2)C2CCN(CC2)C